N-[dimethylamino-1H-1,2,3-triazolo-[4,5-b]pyridin-1-yl-methylene]-N-methyl-methanaminium hexafluorophosphate F[P-](F)(F)(F)(F)F.CN(C)C(=[N+](C)C)N1N=NC2=NC=CC=C21